ClC1=CC=C(C=C1)C1N(CC1)S(=O)(=O)C1=CC=C(C)C=C1 2-(4-chlorophenyl)-N-p-toluenesulfonylazetidine